Benzyl (2R)-2-[(tert-butyldimethylsilyl)oxy]-3-[4-(3,3-difluoropyrrolidin-1-yl)phenyl]propanoate [Si](C)(C)(C(C)(C)C)O[C@@H](C(=O)OCC1=CC=CC=C1)CC1=CC=C(C=C1)N1CC(CC1)(F)F